nickel-molybdenum-cobalt-aluminum [Al].[Co].[Mo].[Ni]